[1-Methyl-6-(5-methyl-1H-1,2,4-triazol-3-yl)-1H-benzimidazol-2-yl]-(5-trifluoromethoxy-benzothiazol-2-yl)-amine CN1C(=NC2=C1C=C(C=C2)C2=NNC(=N2)C)NC=2SC1=C(N2)C=C(C=C1)OC(F)(F)F